(R)-N-(3,3-difluoro-piperidin-4-yl)-6-(7-methoxy-6-(1-methyl-1H-pyrazol-4-yl)-imidazo[1,2-a]pyridin-3-yl)pyridin-2-amine FC1(CNCC[C@H]1NC1=NC(=CC=C1)C1=CN=C2N1C=C(C(=C2)OC)C=2C=NN(C2)C)F